(S)-N-((3-methyl-1-(4-(trifluoromethyl)phenyl)-1,2,3,4-tetrahydro-1,5-naphthyridin-3-yl)methyl)acetamide C[C@@]1(CN(C2=CC=CN=C2C1)C1=CC=C(C=C1)C(F)(F)F)CNC(C)=O